FC1=CC(=CC2=CN(N=C12)C)C=1SC2=C(N1)SC(=C2)C2CC(N(CC2)C(=O)OC(C)(C)C)C tert-butyl 4-[2-(7-fluoro-2-methylindazol-5-yl)thieno[2,3-d][1,3]thiazol-5-yl]-2-methylpiperidine-1-carboxylate